(±)-5-(8-chloro-3-(cis-2-fluorocyclopropanecarboxamido) isoquinolin-6-yl)-4-ethylpicolinate ClC=1C=C(C=C2C=C(N=CC12)NC(=O)[C@H]1[C@H](C1)F)C=1C(=CC(=NC1)C(=O)[O-])CC |r|